FC(C1=C(C=CC=C1)C1OCCN(C1)C1=CC(=NC(=N1)N)N)(F)F 6-(2-(2-(trifluoromethyl)phenyl)morpholino)pyrimidine-2,4-diamine